ferrous butyrate C(CCC)(=O)[O-].[Fe+2].C(CCC)(=O)[O-]